tert-butyl N-(5-methoxy-6-spiro[3.3]heptan-2-yl-pyridazin-3-yl)carbamate COC=1C=C(N=NC1C1CC2(C1)CCC2)NC(OC(C)(C)C)=O